4-(7-fluoroimidazo[1,2-a]pyridin-3-yl)-7-[[5-(4-hydroxy-1-piperidyl)-2-pyridyl]amino]-2,3-dihydropyrrolo[3,4-c]pyridin-1-one FC1=CC=2N(C=C1)C(=CN2)C2=NC=C(C1=C2CNC1=O)NC1=NC=C(C=C1)N1CCC(CC1)O